CC1=CC[C@@H]2[C@@H](C1)[C@@H](CC=C2C)C(C)C β-cadinene